methyl 4-morpholinobicyclo[2.2.2]octane-1-carboxylate O1CCN(CC1)C12CCC(CC1)(CC2)C(=O)OC